ethyl (S)-3-((tert-butoxycarbonyl)amino)-3-(2-fluoro-5-(4,4,5,5-tetramethyl-1,3,2-dioxaborolan-2-yl)-3-(trifluoromethyl)phenyl)propanoate C(C)(C)(C)OC(=O)N[C@@H](CC(=O)OCC)C1=C(C(=CC(=C1)B1OC(C(O1)(C)C)(C)C)C(F)(F)F)F